N-(2-chloroacetyl)-N-(2,6-xylyl)-D-alanine methyl ester COC([C@H](N(C1=C(C=CC=C1C)C)C(CCl)=O)C)=O